COC(=O)C=1NC2=C(C=CC=C2C1)C1=CC=C(C=C1)F 7-(4-fluorophenyl)-1H-indole-2-carboxylic acid methyl ester